FC(C=1C=NN(C1)C=1C=CC2=CN(N=C2C1)C1CCC(CC1)CNC(OC(C)(C)C)=O)(F)F tert-butyl {[(1r,4r)-4-{6-[4-(trifluoromethyl)-1H-pyrazol-1-yl]-2H-indazol-2-yl}cyclohexyl]methyl}carbamate